5-butyl-4,6-nonanediol dibenzoate C(C1=CC=CC=C1)(=O)OC(CCC)C(C(CCC)OC(C1=CC=CC=C1)=O)CCCC